C(C)(C)(C)C1=CC=C(C=C1)/C(=C/C(=O)N1CCOCC1)/C1=CC(=NC=C1)Cl (2Z)-3-(4-tert-butylphenyl)-3-(2-chloropyridin-4-yl)-1-(morpholin-4-yl)prop-2-en-1-one